4-chloro-N-[4-fluoro-5-(2-morpholin-4-ylpyrimidin-5-yl)-2-[(3R)-3,4-dimethylpiperazin-1-yl]phenyl]-1H-pyrazole-3-carboxamide ClC=1C(=NNC1)C(=O)NC1=C(C=C(C(=C1)C=1C=NC(=NC1)N1CCOCC1)F)N1C[C@H](N(CC1)C)C